(4-(4-cyanopyridin-3-yl)-2-(4-(2-hydroxyethyl)piperazin-1-yl)phenyl)-2-(2-fluoro-6-methoxyphenyl)pyrimidine-4-carboxamide C(#N)C1=C(C=NC=C1)C1=CC(=C(C=C1)C=1C(=NC(=NC1)C1=C(C=CC=C1OC)F)C(=O)N)N1CCN(CC1)CCO